C(C)OC(=O)N1NN2C=NC=3C=CC=CC3C2=C1 Triazolo[1,5-c]Quinazoline-2-carboxylic acid ethyl ester